(trans)-cyclooct-4-en-1-yl (2-hydroxyethyl)carbamate OCCNC(OC1CC\C=C\CCC1)=O